(S)-N1-(1-(2-(2-Adamantylamino)-2-oxoethyl)-2-oxo-1,2-dihydropyridin-3-yl)-N6-methyl-2-(1-methyl-1H-pyrazol-5-carboxamido)-5-oxohexandiamid C12C(C3CC(CC(C1)C3)C2)NC(CN2C(C(=CC=C2)NC([C@H](CCC(C(=O)NC)=O)NC(=O)C2=CC=NN2C)=O)=O)=O